N-(6-(4-(4-cyanophenyl)-5-hydroxy-1H-pyrazol-1-yl)pyridin-3-yl)-cyclopropanecarboxamide C(#N)C1=CC=C(C=C1)C=1C=NN(C1O)C1=CC=C(C=N1)NC(=O)C1CC1